NC1=C2C(=NC=N1)N(N=C2C2=C(C(=C(C=C2)OC)F)F)C(C)C2=NC1=CC=CC(=C1C(N2C2CCNCC2)=O)Cl 2-(1-(4-amino-3-(2,3-difluoro-4-methoxyphenyl)-1H-pyrazolo[3,4-d]pyrimidin-1-yl)ethyl)-5-chloro-3-(piperidin-4-yl)quinazolin-4(3H)-one